CC1=NC(=NC(=C1)NC)NC=1C=C(C2=C(CCO2)C1)N1CCN(CC1)C(=O)OC(C)(C)C tert-butyl 4-[5-[[4-methyl-6-(methylamino)pyrimidin-2-yl] amino]-2,3-dihydrobenzofuran-7-yl]piperazine-1-carboxylate